OCN1C(NC(C1=O)(C)C)(C)C 3-hydroxymethyl-2,2,5,5-tetramethylimidazol-4-one